methyl (E)-3-(3-((1S,2S,4R)-N-((R)-(4'-(dimethylamino)-3-fluoro-[1,1'-biphenyl]-4-yl)methyl-d)bicyclo[2.2.1]heptane-2-carboxamido)-5-fluorophenyl)acrylate CN(C1=CC=C(C=C1)C1=CC(=C(C=C1)[C@H](N(C(=O)[C@@H]1[C@H]2CC[C@@H](C1)C2)C=2C=C(C=C(C2)F)/C=C/C(=O)OC)[2H])F)C